3-(methylthio)hexanol CSC(CCO)CCC